3-methyl-1H-1,2,4-triazolate CC1(NNC=N1)C(=O)[O-]